2-(4-methylpiperazin-1-yl)-N-phenylacetamide CN1CCN(CC1)CC(=O)NC1=CC=CC=C1